3-(2-chloro-5-methoxypyridin-3-yl)-6-(7,8-dimethyl-3-(trifluoromethyl)-[1,2,4]triazolo[4,3-b]pyridazin-6-yl)-5,6,7,8-tetrahydro-1,6-naphthyridine ClC1=NC=C(C=C1C=1C=NC=2CCN(CC2C1)C=1C(=C(C=2N(N1)C(=NN2)C(F)(F)F)C)C)OC